C(C)C1=CC2=C(S1)C=CC=C2 2-Ethylbenzo[b]thiophene